6-Chloro-3-[(1R)-1-[3,6-dimethyl-2-(1-methylpyrazol-4-yl)-4-oxo-chromen-8-yl]ethoxy]-N'-hydroxy-pyridine-2-carboxamidine ClC1=CC=C(C(=N1)C(=NO)N)O[C@H](C)C=1C=C(C=C2C(C(=C(OC12)C=1C=NN(C1)C)C)=O)C